penta(ethyleneoxy)tridecyl-dimethylsilyl-propyl chloride C(COC(CCCCCCCCCCCC(OCCCl)(OCCCl)OCCCl)(OCCCl)C(CCCl)[SiH](C)C)Cl